N-ethyl-N,N-dioctadecyl-ammonium [tetrakis(perfluorophenyl) borate] FC1=C(C(=C(C(=C1F)F)F)F)[B-](C1=C(C(=C(C(=C1F)F)F)F)F)(C1=C(C(=C(C(=C1F)F)F)F)F)C1=C(C(=C(C(=C1F)F)F)F)F.C(C)[NH+](CCCCCCCCCCCCCCCCCC)CCCCCCCCCCCCCCCCCC